N-(2,6-diethyl-phenyl)-8-({4-[4-(dimethylamino)piperidin-1-yl]-2-methoxyphenyl}-amino)-1-methyl-4,5-dihydro-1H-pyrazolo[4,3-h]quinazoline-3-carboxamide C(C)C1=C(C(=CC=C1)CC)NC(=O)C1=NN(C2=C1CCC=1C=NC(=NC21)NC2=C(C=C(C=C2)N2CCC(CC2)N(C)C)OC)C